N3-(4-(4-Amino-7-(1-isobutyrylpiperidin-4-yl)pyrrolo[2,1-f][1,2,4]triazin-5-yl)phenyl)-6-methyl-2-oxo-1-phenyl-1,2-dihydropyridine-3,5-dicarboxamide NC1=NC=NN2C1=C(C=C2C2CCN(CC2)C(C(C)C)=O)C2=CC=C(C=C2)NC(=O)C=2C(N(C(=C(C2)C(=O)N)C)C2=CC=CC=C2)=O